FC1=C(C(=O)OC(C)(C)C)C=CC=C1CO tert-butyl 2-fluoro-3-(hydroxymethyl)benzoate